ClC=1C=C(NC=2C3=C(N=CN2)C=CC(=N3)N3CCN(CC3)C(C=C)=O)C=CC1OC1=NN(C=C1)C 1-[4-[4-[3-chloro-4-(1-methylpyrazol-3-yl)oxy-anilino]pyrido[3,2-d]pyrimidin-6-yl]piperazin-1-yl]prop-2-en-1-one